2-(2-(cyclopropanesulfonylamino)pyrimidin-4-yl)-N-(4-(6-ethoxypyrazin-2-yl)phenyl)-2-ethylbutyramide C1(CC1)S(=O)(=O)NC1=NC=CC(=N1)C(C(=O)NC1=CC=C(C=C1)C1=NC(=CN=C1)OCC)(CC)CC